3-(3,5-dichloro-4-hydroxybenzamido)-1-methyl-N-(2-(trifluoromethyl)benzyl)-1H-pyrazole-4-carboxamide ClC=1C=C(C(=O)NC2=NN(C=C2C(=O)NCC2=C(C=CC=C2)C(F)(F)F)C)C=C(C1O)Cl